ClC1=CC=C(C(=O)NC=2C(N(N(C2C2=C(C=C(C=C2F)OC)F)C)C2=CC=C(C=C2)F)=O)C=C1 4-chloro-N-[5-(2,6-difluoro-4-methoxyphenyl)-2-(4-fluorophenyl)-1-methyl-3-oxo-2,3-dihydro-1H-pyrazol-4-yl]benzamide